C(=O)C=1C(=NC(=NC1)SC)N(CC(=O)OC)CC1=CC=C(C=C1)OC Methyl N-(5-formyl-2-(methylthio)pyrimidin-4-yl)-N-(4-methoxybenzyl)glycinate